BrC=1C(=NN(C1C(=O)OC)C)N1C(NC2=C(C1=O)C[C@H](N(C2)C(C2=CC(=C(C=C2)Cl)C(F)(F)F)=O)C)=S (R)-Methyl 4-bromo-3-(7-(4-chloro-3-(trifluoromethyl) benzoyl)-6-methyl-4-oxo-2-thioxo-1,2,5,6,7,8-hexahydropyrido[3,4-d]pyrimidin-3(4H)-yl)-1-methyl-1H-pyrazole-5-carboxylate